1',2'-dihydrospiro[cyclopentane-1,3'-pyrrolo[3,2-b]pyridin]-2'-one N1C(C2(C3=NC=CC=C31)CCCC2)=O